tert-butyl (S)-(1-cyano-2-(4'-(dimethylphosphoryl)-3-fluoro-[1,1'-biphenyl]-4-yl)ethyl)carbamate C(#N)[C@H](CC1=C(C=C(C=C1)C1=CC=C(C=C1)P(=O)(C)C)F)NC(OC(C)(C)C)=O